COCCN(C=1N=C(C=2N=C(N=C(C2N1)N1CC(N(CC1)C)=O)N1CC=2N(CC1)N=NC2)N2CCC(CC2)OC)CCOC 4-(6-(bis(2-methoxyethyl)amino)-2-(6,7-dihydro-[1,2,3]triazolo[1,5-a]pyrazin-5(4H)-yl)-8-(4-methoxypiperidin-1-yl)pyrimido[5,4-d]pyrimidin-4-yl)-1-methylpiperazin-2-one